2-[[5-(4-Chlorophenyl)-2-furanyl]methylene]-5-methyl-3(2H)-benzofuranone ClC1=CC=C(C=C1)C1=CC=C(O1)C=C1OC2=C(C1=O)C=C(C=C2)C